C(=O)O.N1CC(CC1)C1=CC(=C2CNC(C2=C1)=O)C(F)(F)F 6-(pyrrolidin-3-yl)-4-(trifluoromethyl)isoindolin-1-one formate